COC(C1=CC(=C(C(=C1)OC)O)OC)=O methyl-4-hydroxy-3,5-dimethoxybenzoate